[Na].[Na].C=CC propylene disodium salt